(Z)-3-fluoro-4-(2-methyl-4-(3-(pyrrolidin-1-ylsulfonyl)phenyl)-1H-benzo[d]imidazol-1-yl)but-2-en-1-amine Hydrochloride Cl.F\C(=C/CN)\CN1C(=NC2=C1C=CC=C2C2=CC(=CC=C2)S(=O)(=O)N2CCCC2)C